FC=1C=C(C=CC1OC(F)(F)F)NC=1N=C2C(=NC1NC1=CC(=C(C=C1)OC(F)(F)F)F)N(C(=N2)C(F)(F)F)C N5,N6-bis(3-fluoro-4-(trifluoromethoxy)phenyl)-1-methyl-2-(trifluoromethyl)-imidazo[4,5-b]pyrazine-5,6-diamine